2-azabicyclo[3.3.0]octane-3-carboxylic acid benzyl ester hydrochloride Cl.C(C1=CC=CC=C1)OC(=O)C1NC2CCCC2C1